3-[3-ethyl-4-(9H-purin-6-yloxy)phenyl]-1-[5-(trifluoromethyl)-3-pyridinyl]-2,4-imidazolidinedione trifluoroacetate FC(C(=O)O)(F)F.C(C)C=1C=C(C=CC1OC1=C2N=CNC2=NC=N1)N1C(N(CC1=O)C=1C=NC=C(C1)C(F)(F)F)=O